C(C)(C)NC=1N=C(C2=C(N1)C=CC=N2)NCC=2C(=NC=CC2)C(F)(F)F N2-isopropyl-N4-[[2-(trifluoromethyl)-3-pyridyl]methyl]pyrido[3,2-d]pyrimidine-2,4-diamine